tert-butyl 4-[(2s)-1-(benzyloxy)-1-oxopropan-2-yl]piperazine-1-carboxylate C(C1=CC=CC=C1)OC([C@H](C)N1CCN(CC1)C(=O)OC(C)(C)C)=O